FC1=C(SC=C1)C#N fluorothiophenecarbonitrile